4-THIAZOLIDINON S1CNC(C1)=O